2,3,4,5-tetrafluoro-6-((4-(7-(naphthalen-1-yl)-5,6,7,8-tetrahydropyrido[3,4-d]pyrimidin-4-yl)piperazin-1-yl)sulfonyl)phenol FC1=C(C(=C(C(=C1F)F)F)S(=O)(=O)N1CCN(CC1)C=1C2=C(N=CN1)CN(CC2)C2=CC=CC1=CC=CC=C21)O